C(CCCCCCCCCCCCCCCCCCC)NCCCCCCCCCCCCCCCCCCCC di(n-eicosyl)amine